ClC1=CC=C(C=N1)OC1=NC=C(C=N1)C ((6-chloropyridin-3-yl)oxy)-5-methylpyrimidine